1-(4-(4-((2-fluoro-4-((2-(3-methoxy-3-methylazetidin-1-yl)pyridin-4-yl)oxy)phenyl)amino)-1H-pyrazolo[3,4-d]pyrimidin-3-yl)piperidin-1-yl)prop-2-en-1-one FC1=C(C=CC(=C1)OC1=CC(=NC=C1)N1CC(C1)(C)OC)NC1=C2C(=NC=N1)NN=C2C2CCN(CC2)C(C=C)=O